ClC1=C2C=CN=C(C2=CC=C1Cl)OCCC1=CC(=NO1)C(=O)NO 5-(2-((5,6-dichloroisoquinolin-1-yl)oxy)ethyl)-N-hydroxyisoxazole-3-carboxamide